(E)-2-(4-hydroxyphenylmethylene)-3,4-dihydronaphthalen-1(2H)-one OC1=CC=C(C=C1)\C=C/1\C(C2=CC=CC=C2CC1)=O